FC1=C(C=CC=C1F)[C@H]([C@H]1[C@@H]2N(C(C=3N1N=CC(C3O)=O)=O)CCC2)C2=C(C=CC=C2)F (9aR,10S)-10-((R)-(2,3-Difluorophenyl)(2-fluorophenyl)methyl)-4-hydroxy-8,9,9a,10-tetrahydro-7H-pyrrolo[1',2':4,5]pyrazino[1,2-b]pyridazin-3,5-dion